5-bromoquinolin-2(1H)-one BrC1=C2C=CC(NC2=CC=C1)=O